FC=1C=CC2=C(N(C(N2)=S)CC2=CC=NC=C2)C1 6-fluoro-1-(pyridin-4-ylmethyl)-1H-benzo[d]imidazole-2(3H)-thione